2-((3-methoxyphenoxy)methyl)oxirane COC=1C=C(OCC2OC2)C=CC1